(3R*,4R*)-1-Cyclopropylmethyl-4-{[3-(2,4-difluoro-phenyl)-isoxazole-5-carbonyl]-amino}-piperidine-3-carboxylic acid ((R)-1-cyclobutyl-ethyl)-amide C1(CCC1)[C@@H](C)NC(=O)[C@@H]1CN(CC[C@H]1NC(=O)C1=CC(=NO1)C1=C(C=C(C=C1)F)F)CC1CC1 |o1:9,14|